(1r,3r)-3-(3-(trifluoromethyl)phenoxy)cyclobutane-1-amine hydrochloride Cl.FC(C=1C=C(OC2CC(C2)N)C=CC1)(F)F